ClC=1C(=NC=CC1C=1C(=C(C=CC1)NC(C1=NC=C(C=C1)CN1C[C@H](CC1)O)=O)C)C1=CC(=C(C=C1)CNC[C@@H]1NC(CC1)=O)OC N-(3-(3-chloro-2-(3-methoxy-4-(((((R)-5-oxopyrrolidin-2-yl)methyl)amino)methyl)phenyl)pyridin-4-yl)-2-methylphenyl)-5-(((S)-3-hydroxypyrrolidin-1-yl)methyl)picolinamide